ClC1=C(C=C(C=C1)C(C=O)C1=CC=CC=C1)C1=C(C(=CC=C1C#N)OCC(=O)N(C)C)F 2-((2'-Chloro-6-cyano-2-fluoro-5'-(2-oxo-1-phenylethyl)-[1,1'-biphenyl]-3-yl)oxy)-N,N-dimethylacetamide